4-chlorobenzyl (R)-(4-(2-(3-methylpiperidin-1-yl)-2-oxoethyl)phenyl)carbamate C[C@H]1CN(CCC1)C(CC1=CC=C(C=C1)NC(OCC1=CC=C(C=C1)Cl)=O)=O